C1(CC1)S(=O)(=O)NC1=NC=CC(=N1)C1(CCC(CC1)OC)C(=O)NC1=NC=C(C=C1)C1=NC(=CN=C1)OCC 1-(2-(cyclopropanesulfonylamino)pyrimidin-4-yl)-N-(5-(6-ethoxypyrazin-2-yl)pyridin-2-yl)-4-methoxycyclohexane-1-carboxamide